C(C)(C)(C)OC(NCC1CCC(CC1)NC(C1=CC=C(C=C1)C(NC1CCC(CC1)CNC(=O)OC(C)(C)C)=O)=O)=O (4-{4-[4-(tert-butoxycarbonylamino-methyl)-cyclohexylcarbamoyl]-benzoylamino}-cyclohexylmethyl)-carbamic acid tert-butyl ester